8-(2,4-difluorophenyl)-3-methyl-6-((2r,6s)-2-methyl-6-(2-methylpyridin-4-yl)morpholino)-2-(trifluoromethyl)pyrido[3,4-d]pyrimidin-4(3H)-one FC1=C(C=CC(=C1)F)C1=NC(=CC2=C1N=C(N(C2=O)C)C(F)(F)F)N2C[C@H](O[C@H](C2)C2=CC(=NC=C2)C)C